(2S,6'S)-5-Chloro-6,7'-difluoro-2'-(hydroxymethyl)-2-phenyl-2-((S)-pyrrolidin-2-yl)-2,2',3,3'-tetrahydro-[4,6'-bibenzofuran]-5'-carboxamide ClC1=C(C=C2C(C[C@@](O2)([C@H]2NCCC2)C2=CC=CC=C2)=C1C1=C(C2=C(CC(O2)CO)C=C1C(=O)N)F)F